C1N(CC12CNC2)CC2=NC(=NO2)C2(CC2)C(F)(F)F 5-(2,6-diazaspiro[3.3]heptan-2-ylmethyl)-3-[1-(trifluoromethyl)cyclopropyl]-1,2,4-oxadiazole